Lithium scandium phosphate P(=O)([O-])([O-])[O-].[Sc+3].[Li+]